3-hydroxy-6-(4-methoxyphenylethyl)-2,5-dimethylisonicotinic acid OC1=C(C(=O)O)C(=C(N=C1C)CCC1=CC=C(C=C1)OC)C